FC1=C(C=CC(=C1)OC=1C2=C(N=CN1)C=C(C(=N2)OC)OCCOC)NC(=O)C2(CC2)C(=O)NC2=CC=C(C=C2)F 1-N'-[2-fluoro-4-[6-methoxy-7-(2-methoxyethoxy)pyrido[3,2-d]pyrimidin-4-yl]oxyphenyl]-1-N-(4-fluorophenyl)cyclopropane-1,1-dicarboxamide